benzodioxine-2-carboxamide O1C(=COC2=C1C=CC=C2)C(=O)N